N[C@@H](CC(=O)O)C(=O)N(CC(=O)O)C=1CC=CCC1 L-aspartyl-L-2,5-dihydro-phenyl-glycine